5,7-bis(benzyloxy)-2-(3,4-bis(benzyloxy)phenyl)-3-hexyloxy-4H-benzopyran-4-one C(C1=CC=CC=C1)OC1=CC(=CC2=C1C(C(=C(O2)C2=CC(=C(C=C2)OCC2=CC=CC=C2)OCC2=CC=CC=C2)OCCCCCC)=O)OCC2=CC=CC=C2